6-(methoxymethyl)-3'-methyl-4-pentyl-[1,1'-biphenyl]-2-ol COCC=1C=C(C=C(C1C1=CC(=CC=C1)C)O)CCCCC